3-[[4-amino-8-[2-(dimethylamino)ethoxy]-5,5-dimethyl-6H-benzo[h]quinazolin-7-yl]-methyl-amino]propanenitrile NC1=NC=NC=2C3=C(CC(C12)(C)C)C(=C(C=C3)OCCN(C)C)N(CCC#N)C